O=C(CCCCCCC(=O)NC1=NC=CC=C1)C 8-oxo-N-pyridin-2-ylnonanamide